(methylsulfanyl)-8-oxo-8H-pyrano[3,4-d]pyrimidine-6-carbaldehyde CSC=1N=CC2=C(N1)C(OC(=C2)C=O)=O